N-[6-({5-cyclopropyl-1-[(4-methoxyphenyl)methyl]-1H-pyrazol-3-yl}amino)-5-methoxy-1,2-benzoxazol-3-yl]-2,6-dimethoxy-N-[(4-methoxyphenyl)methyl]-4-(pyrimidin-2-yl)benzene-1-sulfonamide C1(CC1)C1=CC(=NN1CC1=CC=C(C=C1)OC)NC1=CC2=C(C(=NO2)N(S(=O)(=O)C2=C(C=C(C=C2OC)C2=NC=CC=N2)OC)CC2=CC=C(C=C2)OC)C=C1OC